N-((1-((1r,4r)-4-(Cyanomethyl)cyclohexyl)-1,6-dihydroimidazo[4,5-d]pyrrolo[2,3-b]pyridin-2-yl)methyl)-N'-hydroxy-3,3-dimethylbutanimidamide C(#N)CC1CCC(CC1)N1C(=NC=2C1=C1C(=NC2)NC=C1)CNC(CC(C)(C)C)=NO